N-(2-cyclopropyl-2-yl)-2-(pyridin-4-yl)pyrido[3,4-d]Pyrimidin-4-amine C1C(C1)=NC=1C2=C(N=C(N1)C1=CC=NC=C1)C=NC=C2